C[C@@H]1N[C@@H](C[C@@]2(OC[C@H](C3=C2SC(=C3)C(F)(F)F)O)C1)C=1N=NN(C1)C (2S,4S,4'S,6S)-2-methyl-6-(1-methyl-1H-1,2,3-triazol-4-yl)-2'-(trifluoromethyl)-4',5'-dihydrospiro[piperidine-4,7'-thieno[2,3-c]pyran]-4'-ol